3,3-dimethyl-2-(5,6,7,8-tetrakis(4-chlorophenyl)-1-isoquinolinyl)isoindol-1-one CC1(N(C(C2=CC=CC=C12)=O)C1=NC=CC2=C(C(=C(C(=C12)C1=CC=C(C=C1)Cl)C1=CC=C(C=C1)Cl)C1=CC=C(C=C1)Cl)C1=CC=C(C=C1)Cl)C